C(CCCCCCCCCCC)(=O)[O-].[Sn+2].C(CCCCCCCCCCC)(=O)[O-] tin(II) laurate